C[C@@H]1COC[C@H](N1C(=O)C1=C(C=CC(=C1)F)I)C ((3R,5R)-3,5-Dimethylmorpholino)(5-fluoro-2-iodophenyl)methanone